C(C)OC(C(=NO)C#N)=O ethylcyano(oximino)acetic acid